4-METHYL-5-THIAZOLEACETALDEHYDE CC=1N=CSC1CC=O